FC1=C2C=CN(C2=CC=C1)C(C)=O 1-(4-fluoroindol-1-yl)ethan-1-one